((1-(2-acetamido-3-(1H-imidazol-4-yl)-N-methylpropanamido)-4-(methylamino)butane-2,3-diyl)bis(oxy))bis(propane-3,1-diyl) dipalmitate C(CCCCCCCCCCCCCCC)(=O)OCCCOC(C(CN(C(C(CC=1N=CNC1)NC(C)=O)=O)C)OCCCOC(CCCCCCCCCCCCCCC)=O)CNC